OC1CCC(CC1)C(C)(C)NC(OCCCC)=O butyl (2-(4-hydroxycyclohexyl)propan-2-yl)carbamate